ClC1=NC=C(C(=C1)NCC[C@@H](C)O)C#CC=1C=NN(C1)C1CCOCC1 (R)-4-((2-Chloro-5-((1-(tetrahydro-2H-pyran-4-yl)-1H-pyrazol-4-yl)ethynyl)pyridin-4-yl)amino)butan-2-ol